CN(C=1SC2=C(N1)C(OC=1C=C(C=CC12)N1N=CC=N1)C)C1CC(NC(C1)(C)C)(C)C N,4-dimethyl-N-(2,2,6,6-tetramethylpiperidin-4-yl)-7-(2H-1,2,3-triazol-2-yl)-4H-chromeno[3,4-d]thiazol-2-amine